S(=S)=S.[S] sulphur sulphur disulphide